FC=1C(=C(C=O)C=C(C1)C(=O)N1C(COCC1)C1=CC=C(C=C1)N1CCCC1)O 3-fluoro-2-hydroxy-5-(3-(4-(pyrrolidin-1-yl)phenyl)morpholine-4-carbonyl)benzaldehyde